(3r,5r)-(3-(((tert-butyldimethylsilyl)oxy)methyl)-5-methylpiperazin-1-yl)quinoline-8-carbonitrile [Si](C)(C)(C(C)(C)C)OC[C@H]1CN(C[C@H](N1)C)C1=NC2=C(C=CC=C2C=C1)C#N